1-(4-(1-(2-fluorophenyl)azetidin-3-yl)-2,6-dimethylbenzyl)-3-methylazetidin-3-ol, formic acid salt C(=O)O.FC1=C(C=CC=C1)N1CC(C1)C1=CC(=C(CN2CC(C2)(O)C)C(=C1)C)C